C(C)O[C@@H]1[C@H](N(CC1)C([C@H](C(C)(C)C)NC(=O)C1=CC2=C(S1)C=CC(=C2)C(F)(F)P(O)(O)=O)=O)C(=O)N2C[C@H](OCC2)C2=CC=CC=C2 ((2-(((S)-1-((2S,3S)-3-ethoxy-2-((R)-2-phenylmorpholine-4-carbonyl)pyrrolidin-1-yl)-3,3-dimethyl-1-oxobutan-2-yl)carbamoyl)benzo[b]thiophen-5-yl)difluoromethyl)phosphonic acid